2-((5-(3-((4-(4,6-Diaminopyrimidin-2-yl)thiazol-2-yl)(propyl)amino)-4-methylphenyl)pyridin-2-yl)oxy)-1-(4-methylpiperazin-1-yl)ethan-1-one NC1=NC(=NC(=C1)N)C=1N=C(SC1)N(C=1C=C(C=CC1C)C=1C=CC(=NC1)OCC(=O)N1CCN(CC1)C)CCC